C(OCC1=C(C=C(C=C1)I)OC)([O-])=O 4-iodo-2-methoxyphenylmethyl carbonate